4-(5-{2,5-difluoro-4-[(4-methylpyrimidin-2-YL)oxy]phenyl}-4-{[(4-methoxyphenyl)methyl]amino}-7-methylpyrrolo[3,2-d]pyrimidin-6-YL)aniline FC1=C(C=C(C(=C1)OC1=NC=CC(=N1)C)F)N1C(=C(C=2N=CN=C(C21)NCC2=CC=C(C=C2)OC)C)C2=CC=C(N)C=C2